4-methyl-thiobenzoic acid CC1=CC=C(C(=S)O)C=C1